C(C=C)C1=C(C(C(=O)NO)=CC=C1)O L-3-(2-propenyl)salicylhydroxamic acid